3-bromo-N-{2-(dibenzofuran-4-yl)-pyridin-3-yl}-benzamide BrC=1C=C(C(=O)NC=2C(=NC=CC2)C2=CC=CC3=C2OC2=C3C=CC=C2)C=CC1